(-)-1,2-cyclohexanediamine platinum (II) [Pt+2].C1(C(CCCC1)N)N